C(CC)NC(CO)CO 2-propylamino-1,3-propanediol